O1C(=NC=2CNCCC21)C=2C=CC=1N(C2)N=CC1C1=CC=C(C(=O)O)C=C1 4-(6-(4,5,6,7-Tetrahydrooxazolo[4,5-c]pyridin-2-yl)pyrazolo[1,5-a]pyridin-3-yl)benzoic acid